5-((2-(1-isopropyl-1H-pyrazol-5-yl)pyridin-3-yl)methoxy)-2-(2-methoxyethoxy)isonicotinaldehyde C(C)(C)N1N=CC=C1C1=NC=CC=C1COC1=CN=C(C=C1C=O)OCCOC